Tetrahydrofuran Methyl-Methacrylate COC(C(=C)C)=O.O1CCCC1